BOC-isoleucine C(=O)(OC(C)(C)C)N[C@@H]([C@@H](C)CC)C(=O)O